6-(prop-2-yn-1-yl)-lysine C(C#C)C(CCC[C@H](N)C(=O)O)N